[Si](C)(C)(C(C)(C)C)O[C@H]1[C@](OC([C@H]1O[Si](C)(C)C(C)(C)C)=C)(C#N)C1=CC=C2C(=NC=NN21)NC(C2=CC=CC=C2)=O N-(7-((2R,3R,4S)-3,4-bis((tert-butyldimethylsilyl)oxy)-2-cyano-5-methylenetetrahydrofurane-2-yl)pyrrolo[2,1-f][1,2,4]triazin-4-yl)benzamide